C(C)N1CC(N(CC1)C1=CC=C(C=C1)N1C=NC(=C1)NC=1N=CC(=NC1)C#N)C 5-((1-(4-(4-Ethyl-2-methylpiperazin-1-yl)phenyl)-1H-imidazol-4-yl)amino)pyrazine-2-carbonitrile